C(C)(=O)C1=C(C=C(C=C1)Cl)C1=CC(N(N=C1OCCOC)CC1=CC=C(C=C1)OC)=O 5-(2-acetyl-5-chlorophenyl)-2-(4-methoxybenzyl)-6-(2-methoxyethoxy)pyridazin-3(2H)-one